O=S1(CC=CC2=CC(=CC=C12)NC1=NC=C(C(=N1)N[C@H](CO)C1=CC=CC=C1)C=1OC=NN1)=O (2S)-2-[[2-[(1,1-dioxo-2H-thiochromen-6-yl)amino]-5-(1,3,4-oxadiazol-2-yl)pyrimidin-4-yl]amino]-2-phenyl-ethanol